5-(4-fluorobenzyl)-N-(4-(5-((tetrahydro-2H-pyran-4-yl)methoxy)-2-(trifluoromethyl)phenyl)pyridin-2-yl)-4H-1,2,4-triazole-3-carboxamide FC1=CC=C(CC=2NC(=NN2)C(=O)NC2=NC=CC(=C2)C2=C(C=CC(=C2)OCC2CCOCC2)C(F)(F)F)C=C1